2-hydroxy-4-piperazin-1-yl-benzaldehyde OC1=C(C=O)C=CC(=C1)N1CCNCC1